(4-{[4-(2-hydroxyethyl)piperazin-1-yl]methyl}-3-(trifluoromethyl)phenyl)-4-methylbenzamide OCCN1CCN(CC1)CC1=C(C=C(C=C1)C1=C(C(=O)N)C=CC(=C1)C)C(F)(F)F